3-(dodecylthio)-1-(2,6,6-trimethylcyclohex-2-en-1-yl)butan-1-one C(CCCCCCCCCCC)SC(CC(=O)C1C(=CCCC1(C)C)C)C